2-fluoro-5-((4,6,7-trifluoro-1H-indol-5-yl)oxy)benzamidine FC1=C(C(=N)N)C=C(C=C1)OC=1C(=C2C=CNC2=C(C1F)F)F